potassium 2,2-dimethyl-1,3-dioxolane-4-carboxylate CC1(OCC(O1)C(=O)[O-])C.[K+]